C(C)C1CC2(N(C(C1)C2)C(=O)NC2=C(C=C(C(=C2)C2=NC=C(C=N2)F)C(F)(F)F)F)C=2OC(=NN2)C cis-3-ethyl-N-(2-fluoro-5-(5-fluoropyrimidin-2-yl)-4-(trifluoromethyl)phenyl)-1-(5-methyl-1,3,4-oxadiazol-2-yl)-6-azabicyclo[3.1.1]heptane-6-carboxamide